FC1=CC=C(C=N1)C1=CC(=CC=2N1C(=CN2)C#N)OCC(C)(C)O 5-(6-fluoropyridin-3-yl)-7-(2-hydroxy-2-methylpropyloxy)imidazo[1,2-a]pyridine-3-carbonitrile